6-amino-5-(3-aminopiperazin-1-yl)-2,3-dihydro-1,4-benzodioxine NC1=C(C2=C(OCCO2)C=C1)N1CC(NCC1)N